talose 6-phosphate P(=O)(O)(O)OC[C@H]([C@@H]([C@@H]([C@@H](C=O)O)O)O)O